3-[4-(bromomethyl)phenyl]-5-(2,2,2-trifluoro-1-methyl-ethyl)-1,2,4-oxadiazole BrCC1=CC=C(C=C1)C1=NOC(=N1)C(C(F)(F)F)C